C(C1=CC=CC=C1)C1(CC(=NO1)COCC1=NC(=CC=C1)C)C(=O)OC Methyl 5-benzyl-3-(((6-methylpyridin-2-yl)methoxy)methyl)-4,5-dihydroisoxazole-5-carboxylate